2-[[5-(4-chloro-2-fluoro-phenyl)-3-ethyl-triazol-4-yl]methyl]-5-[3-(2,2-difluoro-ethoxy)azetidin-1-yl]pyridazin-3-one ClC1=CC(=C(C=C1)C1=C(N(N=N1)CC)CN1N=CC(=CC1=O)N1CC(C1)OCC(F)F)F